(Z)-1-(4-((6-((3R,4R)-4-(3,4-dihydroisoquinoline-2(1H)-yl)-3-hydroxypiperidine-1-carbonyl)pyrimidine-4-yl)amino)piperidine-1-yl)-2-(methoxyimino)propane-1-one C1N(CCC2=CC=CC=C12)[C@H]1[C@@H](CN(CC1)C(=O)C1=CC(=NC=N1)NC1CCN(CC1)C(\C(\C)=N/OC)=O)O